ClC=1C=C(C=CC1Cl)N1C[C@@H](CC1)C(=O)N[C@@H]([C@H](O)C1=CC2=C(OCCO2)C=C1)CN1CCCC1 (R)-1-(3,4-dichlorophenyl)-N-((1R,2R)-1-(2,3-dihydrobenzo[b][1,4]dioxin-6-yl)-1-hydroxy-3-(pyrrolidin-1-yl)propan-2-yl)pyrrolidine-3-carboxamide